C(C)(C)(C)OC(=O)NCC(C(=O)O)CNC(=O)OC(C)(C)C 3-[(tert-butoxycarbonyl)amino]-2-{[(tert-butoxycarbonyl)amino]methyl}propanoic acid